FC=1C=C(C=C(C1NC(CNC(=N)N)=O)F)S(=O)(=O)NC1=C(N=CS1)C(=O)O 5-[[3,5-difluoro-4-[(2-guanidinoacetyl)amino]phenyl]sulfonylamino]thiazole-4-carboxylic acid